FC1=C2C=NN(C2=CC=C1N)C 4-Fluoro-1-methyl-1H-indazol-5-amine